1,2-bis(4-chlorophenyl)ethane-1,2-diol ClC1=CC=C(C=C1)C(C(O)C1=CC=C(C=C1)Cl)O